CB1OC([C@]2(N1CCC2)C)(C2=CC=CC=C2)C2=CC=CC=C2 (3aS)-1,3a-dimethyl-3,3-diphenyl-hexahydropyrrolo[1,2-c][1,3,2]oxazaborole